ClC=1C(=NC(=NC1)NC1=C(C=C(C(=C1)C)N1CCC(CC1)N1CC(CC1)N(C)C)Cl)NC1=CC2=C(CCO2)C=C1NS(=O)(=O)C N-(6-((5-chloro-2-((2-chloro-4-(4-(3-(dimethylamino)pyrrolidin-1-yl)piperidin-1-yl)-5-methylphenyl)amino)pyrimidin-4-yl)amino)-2,3-dihydrobenzofuran-5-yl)methanesulfonamide